methyl-2-(4-(4-(4-(diphenylmethoxy)piperidin-1-yl)-butyryl)phenyl)-2-methylpropionic acid methyl ester COC(C(CC)(C)C1=CC=C(C=C1)C(CCCN1CCC(CC1)OC(C1=CC=CC=C1)C1=CC=CC=C1)=O)=O